1-({3,4-difluoro-2-[(2-fluoro-4-iodophenyl)amino]Phenyl}carbonyl)-3-{[(2,2,2-trifluoroethyl)amino]Methyl}azetidin-3-ol FC=1C(=C(C=CC1F)C(=O)N1CC(C1)(O)CNCC(F)(F)F)NC1=C(C=C(C=C1)I)F